(3aR,5s,6aS)-N-[6-(2-chloro-5-fluoro-phenyl)pyridazin-3-yl]-2-(4-pyridyl-methyl)-3,3a,4,5,6,6a-hexahydro-1H-cyclopenta[c]pyrrol-5-amine ClC1=C(C=C(C=C1)F)C1=CC=C(N=N1)NC1C[C@@H]2[C@@H](CN(C2)CC2=CC=NC=C2)C1